C(C)OCC=1N(C2=C(C(=NC=3C=CC=C(C23)OC(C)C)N)N1)C 2-(Ethoxymethyl)-9-isopropoxy-1-methyl-1H-imidazo[4,5-c]quinolin-4-amine